3-(6-((2,6-dimethylpyrimidin-4-yl)amino)-3-oxo-2,3-dihydro-1H-pyrazolo[4,3-c]pyridin-1-yl)-N-(pyridin-2-ylmethyl)benzamide CC1=NC(=CC(=N1)NC1=CC2=C(C=N1)C(NN2C=2C=C(C(=O)NCC1=NC=CC=C1)C=CC2)=O)C